CN1N=C(C=C1C)CN1C[C@H]2C([C@H]2C1)NC=1N=NC(=CC1)C=1C=C2C=C(NC2=CC1)C (1s,5r)-3-[(1,5-dimethylpyrazol-3-yl)methyl]-N-[6-(2-methylindol-5-yl)pyridazin-3-yl]-3-azabicyclo[3.1.0]hexan-6-amine